Cl.FC=1C=C(C=CC1)NC(=O)C=1C(N(C2=CC=C(C=C2C1O)N1CCN(CC1)C)CC(C)C)=O N-(3-Fluorophenyl)-4-Hydroxy-1-Isobutyl-6-(4-Methylpiperazin-1-yl)-2-Oxo-1,2-Dihydroquinoline-3-Carboxamide Hydrochloride Salt